[Cl-].OCC[NH+](CC)CC (2-hydroxyethyl)diethylammonium chloride